tert-butyl N-[2-(dimethylamino) ethyl]-N-{2-methyl-4-[(5,6,7,8-tetrahydro-2,6-naphthyridin-3-yl) amino] phenyl}carbamate CN(CCN(C(OC(C)(C)C)=O)C1=C(C=C(C=C1)NC=1N=CC=2CCNCC2C1)C)C